OC1CCC2=CC=3CCCC3C(=C12)NC(=O)N=[S@@](=O)(N)C=1SC(=CN1)C(C)(C)O (S)-N'-((3-hydroxy-1,2,3,5,6,7-hexahydro-s-indacen-4-yl)carbamoyl)-5-(2-hydroxypropan-2-yl)thiazole-2-sulfonimidamide